N-((1r,4r)-4-((3-(2-(1H-imidazol-1-yl)pyridin-4-yl)-2-oxo-2,3-dihydro-1H-benzo[d]imidazol-1-yl)methyl)cyclohexyl)-5-chloro-2-(difluoromethyl)nicotinamide N1(C=NC=C1)C1=NC=CC(=C1)N1C(N(C2=C1C=CC=C2)CC2CCC(CC2)NC(C2=C(N=CC(=C2)Cl)C(F)F)=O)=O